t-butyl 4-[1-(2,6-dioxo-3-piperidyl)-4-fluoro-3-methyl-2-oxo-benzimidazol-5-yl]-3,6-dihydro-2H-pyridine-1-carboxylate O=C1NC(CCC1N1C(N(C2=C1C=CC(=C2F)C=2CCN(CC2)C(=O)OC(C)(C)C)C)=O)=O